6-fluoro-3-isopropylindoline FC1=CC=C2C(CNC2=C1)C(C)C